OCC=1C=C(C=CC1C)C(CC(=O)OCC)C1=CC2=C(N(N=N2)C)C(=C1)OC ethyl 3-[3-(hydroxymethyl)-4-methyl-phenyl]-3-(7-methoxy-1-methyl-benzotriazol-5-yl)propanoate